2-fluoro-N-methyl-N-(1-methylpiperidin-4-yl)benzamide FC1=C(C(=O)N(C2CCN(CC2)C)C)C=CC=C1